4-((2S,3S,4S,5S)-3-(2-ethoxy-3,4-difluorophenyl)-4,5-dimethyl-5-(trifluoromethyl)tetrahydrofuran-2-carboxamido)picolinamide C(C)OC1=C(C=CC(=C1F)F)[C@H]1[C@H](O[C@@]([C@H]1C)(C(F)(F)F)C)C(=O)NC1=CC(=NC=C1)C(=O)N